5-(3-cyclopropyl-1H-pyrazol-4-yl)-1-methyl-1H-pyrrolo[3,2-b]pyridine C1(CC1)C1=NNC=C1C1=CC=C2C(=N1)C=CN2C